C(C)C(COC(C(=C)Br)=O)CCCC bromoacrylic acid-2-ethylhexyl ester